CN1C(N(C2=C1C=CC(=C2)C2=CC(OC1=C2C=NC(=C1)C=1C=CC(=NC1)C(=O)NCC#CC=1C=CC2=C(C(=CO2)C2C(NC(CC2)=O)=O)C1)(C)C)C)=O 5-(4-(1,3-dimethyl-2-oxo-2,3-dihydro-1H-benzo[d]imidazol-5-yl)-2,2-dimethyl-2H-pyrano[3,2-c]pyridin-7-yl)-N-(3-(3-(2,6-dioxopiperidin-3-yl)benzofuran-5-yl)prop-2-yn-1-yl)picolinamide